6-(methoxymethyl)-2-methylpyridine-3,4-diamine COCC1=CC(=C(C(=N1)C)N)N